ethyl (Z)-(3-(3-methoxyphenyl)thiazolidin-2-ylidene)carbamate COC=1C=C(C=CC1)N1/C(/SCC1)=N/C(OCC)=O